BrC=1C(=C(C=NC1)C1=CN(C(C=C1)=O)C(C)C)F 5'-bromo-4'-fluoro-1-isopropyl-[3,3'-bipyridin]-6(1H)-one